FC(C=O)=CN1CCOCC1 2-fluoro-3-(morpholin-4-yl)propenal